C(C=1C(C(=O)OCC(CCCC)CC)=CC(C(=O)OCC(CCCC)CC)=CC1)(=O)OCC(CCCC)CC tri-(2-ethylhexyl) trimellitate